tert-Butyl-6-(4-methylpiperazin-1-yl)-3-(2-phenylacetyl)-1H-indole-1-carboxylate C(C)(C)(C)OC(=O)N1C=C(C2=CC=C(C=C12)N1CCN(CC1)C)C(CC1=CC=CC=C1)=O